4-(tritylthiomethyl)benzenesulfonamide (S)-ethyl-3-(2-(5-chloro-6-oxo-1,6-dihydropyridazin-4-ylamino)propoxy)propanoate C(C)OC(CCOC[C@H](C)NC=1C=NNC(C1Cl)=O)=O.C(C1=CC=CC=C1)(C1=CC=CC=C1)(C1=CC=CC=C1)SCC1=CC=C(C=C1)S(=O)(=O)N